CN1C(CC2=CC(=CC=C12)NC1=NC(=NC=C1C#N)S(=O)(=O)C)=O 4-((1-methyl-2-oxoindol-5-yl)amino)-2-(methylsulfonyl)pyrimidine-5-carbonitrile